(1R,3S,5R)-tert-Butyl 3-((6-bromo-5-fluoropyridin-2-yl)carbamoyl)-5-(((R)-2-methylhex-5-enamido)methyl)-2-azabicyclo[3.1.0]hexane-2-carboxylate BrC1=C(C=CC(=N1)NC(=O)[C@H]1N([C@@H]2C[C@@]2(C1)CNC([C@@H](CCC=C)C)=O)C(=O)OC(C)(C)C)F